2-[2-[2-(2-azidoethoxy)ethoxy]ethoxy]-N-[5-[[2-[2-[2-(2-azidoethoxy)ethoxy]ethoxy]acetyl]amino]-5-(5-methylsulfanyl-1,3,4-oxadiazol-2-yl)pentyl]acetamide N(=[N+]=[N-])CCOCCOCCOCC(=O)NCCCCC(C=1OC(=NN1)SC)NC(COCCOCCOCCN=[N+]=[N-])=O